C(=O)(C(=C)C)CCC[SiH2]OC methacrylpropylmethoxysilane